(6-(1-cyanospiro[2.2]pentan-1-yl)isoquinolin-3-yl)spiro[2.2]pentane-1-carboxamide C(#N)C1(CC12CC2)C=2C=C1C=C(N=CC1=CC2)C2(CC21CC1)C(=O)N